FC(OC1=CC=C(C=C1)S(=O)(=O)Cl)F 4-(Difluoromethoxy)benzene-1-sulfonyl chloride